FC1=CC=C2C(=NN(C2=C1C)C=1C=CC(=NC1)N1C[C@H]2C([C@H]2C1)C(=O)OC)C=1C2=CN(N=C2C=CC1)C methyl (1R,5S,6r)-3-(5-(6-fluoro-2',7-dimethyl-1H,2'H-[3,4'-biindazol]-1-yl)pyridin-2-yl)-3-azabicyclo[3.1.0]hexane-6-carboxylate